FC1=C(C=C2C(=CN(C(C2=C1)=O)C1=C(C=CC=C1)C)C(C)C)C=1N=C(N(C1)C)[C@H](C)O |o1:28| (S*)-7-Fluoro-6-(2-(1-hydroxyethyl)-1-methyl-1H-imidazol-4-yl)-4-isopropyl-2-(o-tolyl)isoquinolin-1(2H)-one